COC([C@H]1N(CC(C1)C(C1=C(C=C(C=C1)Br)C(F)(F)F)=O)C(=O)C1(CC1)C)=O 4-[4-bromo-2-(trifluoromethyl)benzoyl]-1-[(1-methylcyclopropyl)carbonyl]-L-proline methyl ester